FC(C1=CC=C(C=C1)C1=NN2C(N=CC(=C2)C(=O)C2=C(C=CC(=C2)[N+](=O)[O-])O)=C1)(F)F (2-(4-trifluoromethylphenyl)pyrazolo[1,5-a]pyrimidin-6-yl)(2-hydroxy-5-nitrophenyl)methanone